Br.BrCCN(C)C 2-bromo-N,N-dimethylethan-1-amine HBr salt